CNCCCC/C=C/C=1C=C2C(=NC1)NC([C@]21CC=2C(=NC=C(C2)C(=O)O)C1)=O (3S)-5-[(E)-6-(methylamino)hex-1-enyl]-2-oxo-spiro[1H-pyrrolo[2,3-b]pyridine-3,6'-5,7-dihydrocyclopenta[b]pyridine]-3'-carboxylic Acid